FC(C=1OC(=NN1)C=1SC(=CC1)CN1N=C(N=N1)C1(CC1)C1=NC=CC=C1)F 2-(difluoromethyl)-5-[5-[[5-(1-pyridin-2-ylcyclopropyl)tetrazol-2-yl]methyl]thiophen-2-yl]-1,3,4-oxadiazole